4-(3-Chloroanilino)-2'-[(2R)-3-hydroxy-2-methylpropyl]-6'-(methoxymethyl)-2',3'-dihydrospiro[cyclohexane-1,1'-indene]-4-carboxylic acid methyl ester COC(=O)C1(CCC2(C(CC3=CC=C(C=C23)COC)C[C@H](CO)C)CC1)NC1=CC(=CC=C1)Cl